2-oxo-2-phenylethyl 4-(3-azidopropyl)benzodithioate N(=[N+]=[N-])CCCC1=CC=C(C(=S)SCC(C2=CC=CC=C2)=O)C=C1